O=C1NC(CCC1C1=CN=C2N1C=C(C=C2)C#CCNC(C2=NC=C(C=C2)C=2N=CC1=C(C=CC=C1C2)C2=CC1=C(N(C(N1C)=O)C)C(=C2)C(C)C)=O)=O N-(3-(3-(2,6-dioxo-piperidin-3-yl)imidazo[1,2-a]pyridin-6-yl)prop-2-yn-1-yl)-5-(8-(7-isopropyl-1,3-dimethyl-2-oxo-2,3-dihydro-1H-benzo[d]imidazol-5-yl)isoquinolin-3-yl)picolinamide